C[C@]12CC[C@H]3[C@H]([C@@H]1CCC2=O)CC=C4[C@@]3(CC[C@@H](C4)OS(=O)(=O)[O-])C The molecule is the conjugate base of 3beta-hydroxyandrost-5-en-17-one 3-sulfate arising from deprotonation of the sulfate OH group; major species at pH 7.3. It has a role as a human metabolite. It is a conjugate base of a dehydroepiandrosterone sulfate.